C(C)(C)(C)OC(=O)N[C@H](C(=O)OCC#N)CC=1C=NC=2N(C1)C=C(N2)C(N)=O cyanomethyl (S)-2-((tert-butoxycarbonyl)amino)-3-(2-carbamoylimidazo[1,2-a]pyrimidin-6-yl)propanoate